[N+](=O)([O-])C=1C=CC2=C(NOCN2OC2=CC=C3C=C(C(OC3=C2)=O)C(=O)N2CCN(CC2)C2=CC=C(C=C2)C2=[O+]C3=CC=CC=C3C=C2)C1 2-(4-(4-(7-((7-nitrobenzo[c][1,2,5]oxadiazin-4-yl)oxy)-2-oxo-2H-chromene-3-carbonyl)piperazin-1-yl)phenyl)chromenylium